(3S)-3-{[(1S,3aR,6aS)-2-(4-methoxy-1H-indole-2-carbonyl)-hexahydro-1H-cyclopenta[c]pyrrol-1-yl]formamido}-N-cyclopropyl-4-[(3R*)-5,5-dimethyl-2-oxopyrrolidin-3-yl]-2-hydroxybutanamide COC1=C2C=C(NC2=CC=C1)C(=O)N1[C@@H]([C@@H]2[C@H](C1)CCC2)C(=O)N[C@H](C(C(=O)NC2CC2)O)C[C@H]2C(NC(C2)(C)C)=O |o1:34|